FC1=C(C=CC(=C1)C(NC)=O)C=1N=C2SC3=C(N2C1)C=CC(=C3)C(=O)NCCCN3CCCCC3 2-(2-fluoro-4-(methylcarbamoyl)phenyl)-N-(3-(piperidin-1-yl)propyl)benzo[d]imidazo[2,1-b]thiazole-7-carboxamide